methyl-d3-Amine monohydrochloride Cl.C([2H])([2H])([2H])N